FC1=CC=C2C=C(N=CC2=C1N)N 7-fluoroisoquinoline-3,8-diamine